4,4'-(9H-fluorene-9,9-diyl)diphenol C1=CC=CC=2C3=CC=CC=C3C(C12)(C1=CC=C(C=C1)O)C1=CC=C(C=C1)O